C1(=CC=CC2=CC=CC=C12)NC1=NN2C(C=CC=C2OC=2C=C(C=CC2)C(C(=O)N)=C)=N1 (3-(2-(naphthalen-1-ylamino)-[1,2,4]triazolo[1,5-a]pyridin-5-yloxy)phenyl)acrylamide